N-(bicyclo[1.1.1]pentan-1-yl)-6-(cyclopent-1-en-1-yl)-4-hydroxy-1-(2-morpholinoethyl)-2-oxo-1,2-dihydro-1,8-naphthyridine-3-carboxamide C12(CC(C1)C2)NC(=O)C=2C(N(C1=NC=C(C=C1C2O)C2=CCCC2)CCN2CCOCC2)=O